Cl.NC1=CC=C(C=C1)NC=1N=CC2=C(N1)N(C(=C2)C(=O)N(C)C)C2CCCC2 2-((4-aminophenyl)amino)-7-cyclopentyl-N,N-dimethyl-7H-pyrrolo[2,3-d]pyrimidine-6-carboxamide hydrochloride